C1=CC=CC=2C3=CC=CC=C3C(=CC12)C=1C=C2C=3C=CC=CC3C=CC2=C2C=CC=CC12 6-(phenanthren-9-yl)chrysene